6'-(((1S,3S)-3-((5-Chloropyrazin-2-yl)amino)cyclopentyl)amino)-5-methyl-2H-[1,3'-bipyridin]-2-one ClC=1N=CC(=NC1)N[C@@H]1C[C@H](CC1)NC1=CC=C(C=N1)N1C(C=CC(=C1)C)=O